2-fluoro-5-((6-fluoro-4-vinyl-1H-indol-5-yl)oxy)benzimidamide FC1=C(C(N)=N)C=C(C=C1)OC=1C(=C2C=CNC2=CC1F)C=C